COC1(C=O)C(C=CC=C1)OC 1,2-dimethoxybenzaldehyde